(E)-1-(3-(3-(furan-2-yl)-1-phenyl-1H-pyrazol-4-yl)acryloyl)piperidine-2-carboxamide O1C(=CC=C1)C1=NN(C=C1/C=C/C(=O)N1C(CCCC1)C(=O)N)C1=CC=CC=C1